C1(=CC=C(C=C1)OCCCC(=O)NCC(=O)N1CC2(OCCO2)C[C@H]1C(=O)OC)C methyl (S)-7-((4-(p-tolyloxy)butanoyl)glycyl)-1,4-dioxa-7-azaspiro[4.4]nonane-8-carboxylate